FC1(CC(C1)CS(=O)(=O)NC12CC(C1)(C2)N2C=NC=1C2=C2C(=NC1)NC=C2)F 1-(3,3-Difluorocyclobutyl)-N-(3-(imidazo[4,5-d]pyrrolo[2,3-b]pyridin-1(6H)-yl)bicyclo[1.1.1]pentan-1-yl)methanesulfonamide